C(O[C@H]1C[C@H](CC1)C1=NNC(=C1)NC=1C=C2CCCS(C2=CC1)(=O)=O)(OC1=CC=C(C=C1)[N+](=O)[O-])=O (1R,3S)-3-(5-((1,1-dioxidothiochroman-6-yl)amino)-1H-pyrazol-3-yl)cyclopentyl (4-nitrophenyl) carbonate